C(C1=CC=CC=C1)OC(C(=O)O)=O 2-(benzyloxy)-2-oxoacetic acid